O[C@@H]1CC[C@@]2([C@H]3CC[C@@]4([C@H](CC[C@H]4[C@@H]3CC[C@@H]2C1)[C@@H](CCC(=O)N[C@H](C(=O)N[C@H](C(=O)O)CC(=O)O)C(C)C)C)C)C (S)-2-((S)-2-((R)-4-((3R,5R,8R,9S,10S,13R,14S,17R)-3-hydroxyl-10,13-dimethyl-hexadecahydro-1H-cyclopenta[a]phenanthren-17-yl)pentanamido)-3-methylbutanamido)succinic acid